The molecule is a monocarboxylic acid that is acetic acid carrying a 2-hydroxy-3-nitrophenyl substituent at C-2. It has a role as a hapten. It is a conjugate acid of a (4-hydroxy-3-nitrophenyl)acetate. C1=CC(=C(C=C1CC(=O)O)[N+](=O)[O-])O